CC(C(C)=O)C=C=C(CCCC(CCCC(C)C)C)C 3,6,10,14-tetramethylpentadecan-4,5-dien-2-one